NC1=CC=C2C(=N1)CC(OC2=O)(C)CC 2-amino-7-ethyl-7-methyl-7,8-dihydro-5H-pyrano[4,3-b]pyridin-5-one